NC1=CC(=C2C(CCCCCC[C@](C3=NN=C(C1=N2)O3)(C(F)(F)F)O)=O)C(F)(F)F (6S)-17-Amino-6-hydroxy-6,15-bis(trifluoromethyl)-19-oxa-3,4,18-triazatricyclo[12.3.1.12,5]nonadeca-1(18),2,4,14,16-pentaen-13-one